CN1C[C@@H]2N(C3=C(C=C(C=C3CC2)C=2N=C3C(=NC2)NC=C3C3=CC=C(C(=O)N(C[C@H]2COCC2)C)C=C3)C)CC1 4-(2-((R)-3,10-dimethyl-2,3,4,4a,5,6-hexahydro-1H-pyrazino[1,2-a]quinolin-8-yl)-5H-pyrrolo[2,3-b]pyrazin-7-yl)-N-methyl-N-(((S)-tetrahydrofuran-3-yl)methyl)benzamide